3,3a,4,5,6,6a-hexahydro-1H-cyclopenta[c]pyrrole-2-carboxylate C1N(CC2C1CCC2)C(=O)[O-]